FC=1C(=NC=CC1)C1=NC=CC=C1C(=O)N1[C@@H]2[C@@H](C[C@H](C1)C2)OC2=NC=C(C=C2)C(F)(F)F (3'-fluoro-[2,2'-bipyridin]-3-yl)((1S,4R,6R)-6-((5-(trifluoromethyl)pyridin-2-yl)oxy)-2-azabicyclo[2.2.1]hept-2-yl)methanone